(S)-2-(4-fluoro-2-methylphenoxy)-N-{3-[imino((2H3)methyl)oxo-λ6-sulfanyl]phenyl}-5-(trifluoromethyl)pyridine-3-carboxamide FC1=CC(=C(OC2=NC=C(C=C2C(=O)NC2=CC(=CC=C2)[S@@](=O)(C([2H])([2H])[2H])=N)C(F)(F)F)C=C1)C